NC1=C(C(=NC(=N1)C1=CC(=C(C=C1)Br)F)C(=O)OC)OC methyl 6-amino-2-(4-bromo-3-fluorophenyl)-5-methoxypyrimidine-4-carboxylate